N1=C(C=CC=C1)CNCC1=CC=C(C=C1)CN(C1CCCC2=CC=CC=C12)CCNCC=1NC=CN1 N-(2-pyridinylmethyl)-N'-[2-[(1H-imidazol-2-ylmethyl)amino]ethyl]-N'-(1,2,3,4-tetrahydro-1-naphthalenyl)-1,4-benzenedimethanamine